methyl (S)-2-(2,6-difluoro-4-((S)-3-(trifluoromethyl)morpholino) benzamido)-3-(8-(4-methoxy-1-methyl-2-oxo-1,2-dihydroquinolin-3-yl)imidazo[1,2-a]pyridin-5-yl)propanoate FC1=C(C(=O)N[C@H](C(=O)OC)CC2=CC=C(C=3N2C=CN3)C=3C(N(C2=CC=CC=C2C3OC)C)=O)C(=CC(=C1)N1[C@@H](COCC1)C(F)(F)F)F